S(=O)(=O)(C1=CC=C(C)C=C1)ON=C(C(=O)OC)C(=O)OC Dimethyl 2-((tosyloxy)imino)malonate